(Z)-methyl 4-(3-hydroxy-1-methoxy-1-oxo-but-2-en-2-yl)-3-nitrobenzoate O\C(=C(/C(=O)OC)\C1=C(C=C(C(=O)OC)C=C1)[N+](=O)[O-])\C